4-(6-((3S,4R)-3-amino-4-(pyridin-2-yloxy)pyrrolidin-1-yl)pyridin-3-yl)-6-ethoxypyrazolo[1,5-a]pyridine-3-carbonitrile N[C@H]1CN(C[C@H]1OC1=NC=CC=C1)C1=CC=C(C=N1)C=1C=2N(C=C(C1)OCC)N=CC2C#N